1-((2-methoxy-4-(4,4,5,5-tetramethyl-1,3,2-dioxaborolan-2-yl)phenyl)imino)hexahydro-1λ6-thiopyran-1-oxide COC1=C(C=CC(=C1)B1OC(C(O1)(C)C)(C)C)N=S1(CCCCC1)=O